C(=O)O.COC1=C(C=C(C=N1)N1N=C(C2=C1CCOCC2)OCC2CN(CC2)C)C 1-(6-Methoxy-5-methylpyridin-3-yl)-3-((1-methylpyrrolidin-3-yl)methoxy)-4,5,7,8-tetrahydro-1H-oxepino[4,5-c]pyrazole, Formate salt